Cl.COC1=C(C=C(C=C1)C=1C=NN(C1)C)[C@@H](C)N (1R)-1-[2-Methoxy-5-(1-methylpyrazol-4-yl)phenyl]ethanamine hydrochloride salt